1-methylbenzo[d][1,3,2]thiaselenazol-1-one CS1(N[Se]C2=C1C=CC=C2)=O